benzyl (S)-(1-(3-bromophenyl)but-3-en-1-yl)carbamate BrC=1C=C(C=CC1)[C@H](CC=C)NC(OCC1=CC=CC=C1)=O